N,N-DIMETHYL-3-AMINOPROPYLMETHYLDIMETHOXYSILANE CN(CCC[Si](OC)(OC)C)C